N(=[N+]=[N-])CCCCCCO 6-azido-1-hexanol